C(C)OS(=O)(=O)[O-].C[NH+](CC)C N,N-dimethyl-N-ethylammonium ethylsulfate